O[C@H](C(=O)O)CC(=O)O (S)-2-hydroxysuccinic acid